BrC1=CC=C2C(N(C(C2=C1)CCNC(OC(C)(C)C)=O)CC1=C(C=C(C=C1)OC)OC)=O tert-butyl N-[2-[6-bromo-2-[(2,4-dimethoxyphenyl)methyl]-3-oxo-isoindolin-1-yl]ethyl]carbamate